(S)-1-fluoropropan-2-amine, hydrochloride Cl.FC[C@H](C)N